FC1=CC(=C(C=C1)[N+](=O)[O-])NC(C)C 4-fluoro-2-isopropylamino-1-nitrobenzene